FC(CCCF)F 1,1,4-TRIFLUOROBUTANE